(methoxymethoxy)-3-methyl-5-(trifluoromethyl)benzene COCOC1=CC(=CC(=C1)C(F)(F)F)C